(1R)-2-[5-(chloromethyl)-2H-1,2,3,4-tetrazol-2-yl]-1-(4-methylphenyl)ethan-1-ol ClCC=1N=NN(N1)C[C@H](O)C1=CC=C(C=C1)C